FC(=C(C(C(C(C(C(F)(F)F)(F)F)(F)F)(F)F)(F)F)F)F Perfluorohepten